N1=C(C=CC=C1)N1NC(CC1)=O pyridylpyrazolidinone